5-Methyl-8-[(3R)-3-methyl-4-{1-[2-(trifluoromethyl)phenyl]ethyl}piperazin-1-yl]-6-oxo-5,6-dihydro-1,5-naphthyridin-2,7-dicarbonitril CN1C=2C=CC(=NC2C(=C(C1=O)C#N)N1C[C@H](N(CC1)C(C)C1=C(C=CC=C1)C(F)(F)F)C)C#N